2-(hydroxymethyl)cyclobutane-1-carboxylic acid OCC1C(CC1)C(=O)O